C(C)(C)(C)OC(=O)N[C@H](C(=O)N1[C@@H](C[C@H](C1)O)C(=O)OCC(=O)C1=CC=C(C=C1)Br)C(C)(C)C 2-(4-bromophenyl)-2-oxoethyl (2S,4R)-1-((S)-2-((tert-butoxycarbonyl)amino)-3,3-dimethylbutanoyl)-4-hydroxypyrrolidine-2-carboxylate